FC(C(CC(=O)N1CCC(CC1)(O)CN1C=NC=2C(C1=O)=CSC2C=2C=C1CCC(C1=CC2)=O)C2=CC=CC=C2)F 3-((1-(4,4-difluoro-3-phenylbutyryl)-4-hydroxypiperidin-4-yl)methyl)-7-(1-oxo-2,3-dihydro-1H-inden-5-yl)thieno[3,4-d]pyrimidin-4(3H)-one